11-(4-chloro-2,6-dimethylphenyl)-12-hydroxy-1,4-dioxa-9-azadispiro[4.2.4.2]Tetradec-11-en-10-one ClC1=CC(=C(C(=C1)C)C=1C(NC2(CCC3(OCCO3)CC2)C1O)=O)C